n-hexanolate C(CCCCC)[O-]